N-{2-[2-(2-aminoethoxy)ethoxy]ethyl}-4-{2-azatricyclo[10.4.0.04,9]hexadeca-1(12),4(9),5,7,13,15-hexaen-10-yn-2-yl}-4-oxobutanamide NCCOCCOCCNC(CCC(=O)N1C=2C=CC=CC2C#CC=2C=CC=CC2C1)=O